sulfonylmethyl acrylate C(C=C)(=O)OC=S(=O)=O